N,N-Diphenyl-3,5-bis(2-((4-vinylbenzyl)oxy)-9H-carbazol-9-yl)aniline C1(=CC=CC=C1)N(C1=CC(=CC(=C1)N1C2=CC=CC=C2C=2C=CC(=CC12)OCC1=CC=C(C=C1)C=C)N1C2=CC=CC=C2C=2C=CC(=CC12)OCC1=CC=C(C=C1)C=C)C1=CC=CC=C1